ClC=1C=CC=C2C(CC(OC12)C1=C(OCCC(=O)O)C=C(C=C1)OC(F)(F)F)=O 3-[2-(8-chloro-4-oxo-chroman-2-yl)-5-(trifluoromethoxy)phenoxy]propionic acid